[Si](C1=CC=CC=C1)(C1=CC=CC=C1)(C(C)(C)C)OC[C@@H](C=O)C (S)-3-((tert-butyldiphenylsilyl)oxy)-2-methylpropionaldehyde